COC=1C=C(C=CC1OC)/C=C/C(=O)C1=C(C=C(C=C1)OCCO)O (E)-3-(3,4-Dimethoxyphenyl)-1-[2-hydroxy-4-(2-hydroxyethoxy)phenyl]prop-2-en-1-one